(S)-23-amino-10-ethyl-18-fluoro-10-hydroxy-19-methyl-8-oxa-4,15-diazahexacyclo[14.7.1.02,14.04,13.06,11.020,24]tetracosa-1,6(11),12,14,16(24),17,19-heptaene-5,9-dione NC1CCC2=C(C(=CC=3N=C4C5=CC=6[C@@](C(OCC6C(N5CC4=C1C23)=O)=O)(O)CC)F)C